5-cyano-N-(2,2,2-trifluoro-1-(o-tolyl)ethyl)pyridine-3-sulfonamide C(#N)C=1C=C(C=NC1)S(=O)(=O)NC(C(F)(F)F)C1=C(C=CC=C1)C